C(#N)C1(CCN(CC1)C(=O)OCC1=CC=CC=C1)C(=O)OC 1-benzyl 4-methyl 4-cyanopiperidine-1,4-dicarboxylate